Ethyl 3-(4-(2-aminophenyl) piperazin-1-yl)-6-(2,3-dichlorophenyl)-5-methylpyrazine-2-carboxylate NC1=C(C=CC=C1)N1CCN(CC1)C=1C(=NC(=C(N1)C)C1=C(C(=CC=C1)Cl)Cl)C(=O)OCC